COC(=O)C1=NC(=CC(=C1Cl)NC(C)=O)C1=C(C(=C(C=C1)I)F)F 4-acetylamino-3-chloro-6-(2,3-difluoro-4-iodophenyl)-pyridine-2-carboxylic acid methyl ester